1,2-di-lauroyl-sn-glycerol C(CCCCCCCCCCC)(=O)OC[C@@H](OC(CCCCCCCCCCC)=O)CO